N1(CCCCC1)C=1C(=O)NC(C1)=O piperidinyl-maleimide